2-acetamido-4-amino-2,4,6-trideoxy-D-galactopyranose C(C)(=O)N[C@H]1C(O)O[C@@H]([C@@H]([C@@H]1O)N)C